5-((4-(2-chloropyridin-4-yl)piperazin-1-yl)methyl)-2-(2,6-dioxopiperidin-3-yl)isoindoline-1,3-dione ClC1=NC=CC(=C1)N1CCN(CC1)CC=1C=C2C(N(C(C2=CC1)=O)C1C(NC(CC1)=O)=O)=O